((2S,3aR)-2-fluorohexahydropentalen-3a(1H)-yl)methanol F[C@H]1CC2CCC[C@]2(C1)CO